BrC=1C=C2C=CC(=NC2=CC1)NCC1=C(C=C(C=C1)OC)OC 6-bromo-N-(2,4-dimethoxybenzyl)quinolin-2-amine